ClC1=C(C=C(C=2C3=C(NC12)CCN([C@H]3C)C(=O)C3=NC=C(C=N3)OC)CCC#N)Cl (S)-3-(6,7-dichloro-2-(5-methoxypyrimidine-2-carbonyl)-1-methyl-2,3,4,5-tetrahydro-1H-pyrido[4,3-b]indol-9-yl)propanenitrile